(2R)-6-chloro-N-[[6-[6-(difluoromethoxy)-2-pyridyl]-3-isoquinolyl]methyl]-2-fluoro-1,1-dioxo-3,5-dihydro-2H-4,1λ6-benzoxathiepine-8-carboxamide ClC1=CC(=CC2=C1COC[C@@H](S2(=O)=O)F)C(=O)NCC=2N=CC1=CC=C(C=C1C2)C2=NC(=CC=C2)OC(F)F